PYRAZOLOPYRIMIDINONE C1=C2C(=NC=N1)C(=O)N=N2